CN(C=1C=C(C(=O)NCC2=NC(=NO2)C=2N(C3=CC=CC(=C3C2)N[C@H]2[C@H](CN(CC2)C)F)CC(F)(F)F)C=CC1)C 3-(dimethylamino)-N-{[3-(4-{[(3S,4R)-3-fluoro-1-methylpiperidin-4-yl]amino}-1-(2,2,2-trifluoroethyl)-1H-indol-2-yl)-1,2,4-oxadiazol-5-yl]methyl}benzamide